NC1=CC=C(C=C1)C=1N=C(N(N1)C1=CC=C(C=C1)OC(C(F)(F)F)(F)F)NC(CC)=O N-[5-(4-aminophenyl)-2-[4-(1,1,2,2,2-pentafluoroethoxy)phenyl]-1,2,4-triazol-3-yl]propanamide